(S)-tert-butyl 4-(4-(2-(2-(methoxymethoxy)phenyl)-6a,7,9,10-tetrahydro-5H-pyrazino[1',2':4,5]pyrazino[2,3-c]pyridazin-8(6H)-yl)phenyl)piperidine-1-carboxylate COCOC1=C(C=CC=C1)C=1C=C2C(=NN1)NC[C@@H]1N2CCN(C1)C1=CC=C(C=C1)C1CCN(CC1)C(=O)OC(C)(C)C